N-(1-(3-((2-(5-Chloro-1,3-dimethyl-1H-pyrazol-4-yl)pyrimidin-4-yl)amino)-5-isopropylisoquinolin-8-yl)azetidin-3-yl)-N-methyl-methanesulfonamide ClC1=C(C(=NN1C)C)C1=NC=CC(=N1)NC=1N=CC2=C(C=CC(=C2C1)C(C)C)N1CC(C1)N(S(=O)(=O)C)C